2-methyl-1-cyclohexane-carboxylic acid CC1C(CCCC1)C(=O)O